N-(2'-(5,5-difluorotetrahydro-2H-pyran-2-yl)-3-fluoro-[2,4'-bipyridin]-3'-yl)-5,6-difluoronicotinamide FC1(CCC(OC1)C1=NC=CC(=C1NC(C1=CN=C(C(=C1)F)F)=O)C1=NC=CC=C1F)F